NC1(CCCCC1)C(=O)N[C@@H](CC=1C=C2CC(N(CC2=CC1)C1=CC=C(C=C1)F)=O)C#N (S)-1-Amino-N-(1-cyano-2-(2-(4-fluorophenyl)-3-oxo-1,2,3,4-tetrahydroisoquinoline-6-yl)ethyl)cyclohexane-1-carboxamide